COC(=O)C1=CC=C(C=C1)C=1/C(/C=CC(C1)(C)CC=C)=C/[Si](C)(C)C (E)-5'-allyl-5'-methyl-2'-[(trimethylsilyl)methylene]-2',5'-dihydro-[1,1'-biphenyl]-4-carboxylic acid methyl ester